FC1=CC2=C(C=CO2)C(=C1)N1CCN(CC1)CCC1=CC=C2C(CC(NC2=C1)=O)O 7-(2-(4-(6-fluorobenzofuran-4-yl)piperazin-1-yl)ethyl)-4-hydroxy-3,4-dihydro-quinolin-2(1H)-one